FC(C(=O)O)(F)F.N[C@H](CNC1=CC(=C(C(=O)N[C@@H](CC(C)C)C(=O)O)C=C1)C1=CC=CC2=CC=CC=C12)CS N-[4-[2(R)-Amino-3-mercaptopropyl]amino-2-(1-naphthalenyl)benzoyl]-L-leucine trifluoroacetate salt